CC=1C(=C2C=CNC2=C(C1)C)C[C@H]1[C@@H](CN(CC1)CC(C)C)C1=CC=C(C(=O)O)C=C1 4-((3r,4r)-4-((5,7-dimethyl-1H-indol-4-yl)methyl)-1-isobutylpiperidin-3-yl)benzoic acid